methylbenzyltris(dimethylamino)tin CC(C1=CC=CC=C1)[Sn](N(C)C)(N(C)C)N(C)C